BrC=1C=C2C=C(N=CC2=CC1)NC(=O)C1=CC(=NC=C1)N1CCN(CC1)C(=O)OC(C)(C)C tert-butyl 4-(4-((6-bromoisoquinolin-3-yl)carbamoyl)pyridin-2-yl)piperazine-1-carboxylate